N-[(1R)-1-{2-[(2-hydroxyethyl)(methyl)amino]pyridin-4-yl}ethyl]propanamide OCCN(C1=NC=CC(=C1)[C@@H](C)NC(CC)=O)C